methyl 3-(4-amino-6-(5-chloro-2-fluorophenyl)pyridazin-3-yl)propanoate NC1=C(N=NC(=C1)C1=C(C=CC(=C1)Cl)F)CCC(=O)OC